4-((2-((4-cyanophenyl)amino)-7-(methylsulfonyl)-6,7,8,9-tetrahydro-5H-pyrimido[4,5-d]azepine-4-yl)oxy)-3,5-dimethylbenzonitrile C(#N)C1=CC=C(C=C1)NC=1N=C(C2=C(CCN(CC2)S(=O)(=O)C)N1)OC1=C(C=C(C#N)C=C1C)C